COC1=C(N)C=C(C(=C1)C(CCl)=O)OC 2,5-dimethoxy-4-chloroacetylaniline